N-(1'-(2-(2-hydroxy-2-methylpropyloxy)-6-methylpyrimidin-4-yl)-1',2'-dihydrospiro[cyclopropan-1,3'-pyrrolo[3,2-c]pyridin]-6'-yl)acetamide OC(COC1=NC(=CC(=N1)N1CC2(C=3C=NC(=CC31)NC(C)=O)CC2)C)(C)C